FC(C(F)(F)O)O trifluoro-ethylene glycol